(R)-N-(2-((1-Hydroxypropan-2-yl)amino)-6-methylpyrimidin-4-yl)-4-(methylsulfonyl)-2-(6-azaspiro[2.5]octan-6-yl)benzamide OC[C@@H](C)NC1=NC(=CC(=N1)NC(C1=C(C=C(C=C1)S(=O)(=O)C)N1CCC2(CC2)CC1)=O)C